Nω-nitro-L-arginine methyl ester COC([C@@H](N)CCCNC(N[N+](=O)[O-])=N)=O